6-(2-(bicyclo[3.1.0]hexane-3-ylamino)-4-methoxypyrrolo[2,1-f][1,2,4]triazin-5-yl)-N-methylimidazo[1,2-a]pyridine-3-carboxamide C12CC(CC2C1)NC1=NN2C(C(=N1)OC)=C(C=C2)C=2C=CC=1N(C2)C(=CN1)C(=O)NC